Kalium 2-ethylhexanoat C(C)C(C(=O)[O-])CCCC.[K+]